(+/-)-N-{[5-(4-{[(3R,4S)-3-fluoro-1-methylpiperidin-4-yl]amino}-1-(2,2,2-trifluoroethyl)-1H-indol-2-yl)-1,3,4-oxadiazol-2-yl]methyl}-3-methoxybenzamide F[C@@H]1CN(CC[C@@H]1NC1=C2C=C(N(C2=CC=C1)CC(F)(F)F)C1=NN=C(O1)CNC(C1=CC(=CC=C1)OC)=O)C |r|